1-Benzyl 4-methyl 2,6-dichlorobenzene-1,4-dicarboxylate ClC1=C(C(=CC(=C1)C(=O)OC)Cl)C(=O)OCC1=CC=CC=C1